NC1=NC=C(C=C1C=1C=C2CCNC(C2=CC1)=O)C1=CC=C(C=C1)C1CNCCC1 6-(2-amino-5-(4-(piperidin-3-yl)phenyl)pyridin-3-yl)-3,4-dihydroisoquinolin-1(2H)-one